COC=1C=CC2=C(C(N(CC3=C2C=CC(=C3)OC)C)=O)C1 3,9-Dimethoxy-6-methyl-6,7-dihydro-5H-dibenzo[C,e]azepin-5-one